[SiH3][SbH2] silylstibine